C(C)(C)(C)OC(N(CCS)CCS)=O N,N-bis(2-mercaptoethyl)carbamic acid tert-butyl ester